N4-(6-(3,3-dimethyl-5-(1-methyl-1H-pyrazol-4-yl)-2,3-dihydro-1H-pyrrolo[3,2-b]pyridin-1-yl)pyrimidin-4-yl)-N1-(2-(dimethylamino)ethyl)-5-methoxy-N1-methylbenzene-1,2,4-triamine CC1(CN(C=2C1=NC(=CC2)C=2C=NN(C2)C)C2=CC(=NC=N2)NC=2C=C(C(=CC2OC)N(C)CCN(C)C)N)C